(biphenylyl)bis(diphenylfluorenyl)amine C1(=C(C=CC=C1)N(C1=C(C(=CC=2C3=CC=CC=C3CC12)C1=CC=CC=C1)C1=CC=CC=C1)C1=C(C(=CC=2C3=CC=CC=C3CC12)C1=CC=CC=C1)C1=CC=CC=C1)C1=CC=CC=C1